N-(3-methylphenyl)-2-[(7-trifluoromethylquinolin-4-yl)amino]benzamide 4-(5,7-dioxo-2,2-diphenyl-5,7-dihydro-6H-[1,3]dioxolo[4,5-f]isoindol-6-yl)-5-oxotetrahydrofuran-2-carboxylate O=C1N(C(C=2C=C3C(=CC12)OC(O3)(C3=CC=CC=C3)C3=CC=CC=C3)=O)C3CC(OC3=O)C(=O)O.CC=3C=C(C=CC3)NC(C3=C(C=CC=C3)NC3=CC=NC1=CC(=CC=C31)C(F)(F)F)=O